C(C)[C@]1(C(OCC=2C(N3CC=4N(C5=C(C=C(C=C5C(C4C3=CC21)=O)F)C)C)=O)=O)O (S)-4-ethyl-8-fluoro-4-hydroxy-10,11-dimethyl-1,12-dihydro-14H-pyrano[3',4':6,7]indolizino[2,1-b]quinoline-3,6,14(4H,11H)-trione